NC=1C=C(C=C(C1)C(F)(F)F)[C@@H](C)NC1=NC(=NC2=C3C(=C(C=C12)C=1CCN(CC1)C(=O)OC(C)(C)C)CCC3)C tert-butyl (R)-4-(4-((1-(3-amino-5-(trifluoromethyl)phenyl)ethyl)amino)-2-methyl-8,9-dihydro-7H-cyclopenta[h]quinazolin-6-yl)-3,6-dihydropyridine-1(2H)-carboxylate